4-isopropenyl-1-methyl-cyclohexene C(=C)(C)C1CC=C(CC1)C